C(C=C)(=O)N1C[C@@H](CC1)N1C(N(C=2C=NC=CC21)C2=CC=C(C=C2)OC2=C(C(=CC=C2)Cl)C)=O (R)-1-(1-acryloylpyrrolidin-3-yl)-3-(4-(3-chloro-2-methylphenoxy)phenyl)-1H-imidazo[4,5-c]pyridin-2(3H)-one